N-ETHYL-5-INDOLEBORONIC ACID C(C)N1C=CC2=CC(=CC=C12)B(O)O